(14S)-8-tert-butyl-17-(2,3-dihydroxypropyl)-12,12-dimethyl-2λ6-thia-3,9,11,18,23-pentaazatetracyclo[17.3.1.111,14.05,10]tetracosa-1(23),5(10),6,8,19,21-hexaene-2,2,4-trione C(C)(C)(C)C=1C=CC=2C(NS(C=3C=CC=C(NC(CC[C@H]4CC(N(C2N1)C4)(C)C)CC(CO)O)N3)(=O)=O)=O